O-malonyl-L-serine C(CC(=O)O)(=O)OC[C@H](N)C(=O)O